C(#N)C1(CN(CCC1)C(=O)OC(C)(C)C)O[Si](C)(C)C tert-butyl 3-cyano-3-(trimethylsilyloxy)piperidine-1-carboxylate